3-(6-bromo-5-fluoro-1,2-benzoxazol-3-yl)piperidine-2,6-dione BrC1=CC2=C(C(=NO2)C2C(NC(CC2)=O)=O)C=C1F